[Si](C)(C)(C(C)(C)C)OCC=1C=C(C=CC1)NC(OC(C)(C)C)=O tert-butyl N-(3-((tert-butyl(dimethyl)silyl)oxymethyl)phenyl)carbamate